tert-Butyl 6-[[(1R)-1-[3,6-dimethyl-2-(1-methylpyrazol-4-yl)-4-oxo-chromen-8-yl]ethyl]amino]-2,3-difluoro-benzoate CC1=C(OC2=C(C=C(C=C2C1=O)C)[C@@H](C)NC1=CC=C(C(=C1C(=O)OC(C)(C)C)F)F)C=1C=NN(C1)C